COC(=O)C1=NC=C(N=C1)C[C@H](C(=O)OC(C)(C)C)[C@@H]1CN(CC1)C(=O)OC(C)(C)C 5-[(2S)-3-tert-Butoxy-2-[(3R)-1-tert-Butoxycarbonylpyrrolidin-3-yl]-3-oxopropyl]pyrazine-2-carboxylic acid methyl ester